ClC1=C(C=C2C(=C(N(C2=C1F)C)C1=NC(=NN1)C(COC)F)C=1C=NNC1)OC 6-chloro-7-fluoro-2-(3-(1-fluoro-2-methoxyethyl)-1H-1,2,4-triazol-5-yl)-5-methoxy-1-methyl-3-(1H-pyrazol-4-yl)-1H-indole